FC=1C=C(C=C(C1)F)C1OCC(CO1)CCC (l)-2-(3,5-difluorophenyl)-5-propyl-1,3-dioxane